NC=1C=2N(C3=C(N1)C=NC(=C3)C(=O)O)C=NC2 4-aminoimidazo[1,5-a]pyrido[3,4-e]pyrazine-8-carboxylic acid